FC(C1=CC(=C(C(=O)Cl)C=C1)S(=O)(=O)C)(F)F 4-trifluoromethyl-2-methylsulfonyl-benzoyl chloride